[C@H]12CC(C[C@H](CC1)N2)N(C=2N=CC(=NC2)C2=C(C=C(C=C2)C=2C=NNC2)O)C 2-(5-(((1R,3R,5S)-8-azabicyclo[3.2.1]octan-3-yl)(methyl)amino)pyrazin-2-yl)-5-(1H-pyrazol-4-yl)phenol